C(C=C)(=O)OCCOC1=CC=C2C(=CC(OC2=C1)=O)C 2-((4-methyl-2-oxo-2H-chromen-7-yl)oxy)ethyl acrylate